N[C@@H]1[C@@H](CN(CC1)C=1C(=C(C(=CC1)S(=O)(=O)N[C@@H](CN)C)S(=O)(=O)N)C=1N=NNN1)F (cis-4-amino-3-fluoropiperidin-1-yl)-N1-((R)-1-aminopropan-2-yl)-3-(2H-tetrazol-5-yl)benzene-1,2-disulfonamide